(S)-1-(1-(6,7-difluoro-1-oxo-1,2-dihydroisoquinolin-4-yl)ethyl)urea FC=1C=C2C(=CNC(C2=CC1F)=O)[C@H](C)NC(=O)N